1-(4-(4-methoxyphenyl)thiazol-2-yl)-3-methyl-1H-pyrazol-5-ol COC1=CC=C(C=C1)C=1N=C(SC1)N1N=C(C=C1O)C